C(C1=CC=CC=C1)N1C2CN(C(CC1)(C2CCCB2OC(C(O2)(C)C)(C)C)C(=O)OC)C(=O)OC(C)(C)C 6-(tert-butyl) 5-methyl 2-benzyl-8-(3-(4,4,5,5-tetramethyl-1,3,2-dioxaborolan-2-yl)propyl)-2,6-diazabicyclo[3.2.1]octane-5,6-dicarboxylate